6-methyl-4-[(1-methylcyclopropyl)amino]-N-[1-(1,3-oxazol-2-yl)ethyl]furo[2,3-d]pyrimidine-5-carboxamide CC1=C(C2=C(N=CN=C2NC2(CC2)C)O1)C(=O)NC(C)C=1OC=CN1